tert-butyl 4-(7H-pyrrolo[2,3-d]pyrimidin-4-yl)-1,4-diazacycloheptane-1-carboxylate N1=CN=C(C2=C1NC=C2)N2CCN(CCC2)C(=O)OC(C)(C)C